(R)-6-chloro-3-((1-(2-(4-methoxyphenyl)-3,6-dimethyl-4-oxo-3,4-dihydroquinolin-8-yl)ethyl)amino)picolinic acid ClC1=CC=C(C(=N1)C(=O)O)N[C@H](C)C=1C=C(C=C2C(C(C(=NC12)C1=CC=C(C=C1)OC)C)=O)C